N-(3-bromo-2-fluoro-5-(trifluoromethyl)benzylidene)-2-methylpropane-2-sulfinamide BrC=1C(=C(C=NS(=O)C(C)(C)C)C=C(C1)C(F)(F)F)F